Triethylamine (E)-3-cyano-4-hydroxybut-2-en-1-yl-phosphate C(#N)\C(=C/COP(=O)(O)O)\CO.C(C)N(CC)CC